C(CC)N1N=C(CCC1=O)C 2-propyl-6-methyl-4,5-dihydropyridazin-3(2H)-one